2-methyl-9-oxo-11-{4-[(1-oxohexyl) oxy] butyl}-2,8-diaza-5,10-dioxapentadecan-15-yl hexanoate C(CCCCC)(=O)OCCCCC(OC(NCCOCCN(C)C)=O)CCCCOC(CCCCC)=O